ClC1=C(C=CC(=C1F)F)C1C(=C(NC(=N1)C=1SC=CN1)[C@@H]1CC[C@H](CC1)C1=CC(=NO1)C(=O)OCC)C(=O)OCC (trans)-ethyl 5-(4-(6-(2-chloro-3,4-difluorophenyl)-5-(ethoxycarbonyl)-2-(thiazol-2-yl)-3,6-dihydropyrimidin-4-yl)cyclohexyl)isoxazole-3-carboxylate